2-(3-(3,5-difluoro-6-(((3S,4S)-4-fluoropyrrolidin-3-yl)amino)pyridin-2-yl)-7-methoxyimidazo[1,2-a]pyridin-6-yl)propan-2-ol FC=1C(=NC(=C(C1)F)N[C@H]1CNC[C@@H]1F)C1=CN=C2N1C=C(C(=C2)OC)C(C)(C)O